ClC1=C2C(=NC=C1)N(C=C2)[Si](C(C)C)(C(C)C)C(C)C 4-chloro-1-triisopropylsilanyl-1H-pyrrolo[2,3-b]pyridine